C1(=CC=CC2=CC=CC=C12)C=CC1=CC=CC2=CC=CC=C12 1,2-dinaphthylethylene